5-(((S)-1-(((R)-1-((3R,4R)-3-fluoro-1-(5-(trifluoromethyl)pyrimidin-2-yl)piperidin-4-yl)-2-oxopyrrolidin-3-yl)oxy)propan-2-yl)amino)-4-(trifluoromethyl)pyridazin-3(2H)-one F[C@@H]1CN(CC[C@H]1N1C([C@@H](CC1)OC[C@H](C)NC1=C(C(NN=C1)=O)C(F)(F)F)=O)C1=NC=C(C=N1)C(F)(F)F